dimercaptothiadiazine SC=1C(=NNSC1)S